(1R,3S,5R)-2-(2-(3-acetyl-5-(2-hydroxypyrimidin-5-yl)-1H-indazol-1-yl)acetyl)-N-(6-bromopyridin-2-yl)-5-methyl-2-azabicyclo[3.1.0]hexane-3-carboxamide C(C)(=O)C1=NN(C2=CC=C(C=C12)C=1C=NC(=NC1)O)CC(=O)N1[C@@H]2C[C@@]2(C[C@H]1C(=O)NC1=NC(=CC=C1)Br)C